BrC1=CC=C(C=C1)C=1N=C2N(C=CC=C2)C1CN1C2CN(C(C1)CC2)C(=O)C2=NC(=CC=C2Cl)OC (5-{[2-(4-Bromophenyl)imidazo[1,2-a]pyridin-3-yl]methyl}-2,5-diazabicyclo[2.2.2]oct-2-yl)(3-chloro-6-methoxypyridin-2-yl)methanone